N1(CCCCC1)C(=O)N1C(C2=CC=CC=C2C=C1)=O piperidine-1-carbonyl-isoquinolin-1(2H)-one